4-((1,5-Dimethyl-4-oxo-4,5-dihydro-1H-pyrrolo[3,2-c]pyridin-3-yl)amino)-2-((4-fluorophenyl)amino)pyrimidine-5-carboxylic acid CN1C=C(C=2C(N(C=CC21)C)=O)NC2=NC(=NC=C2C(=O)O)NC2=CC=C(C=C2)F